bismuth water O.[Bi]